5-(2-((2-(1H-benzo[d]imidazol-2-yl)ethyl)amino)ethyl)-N-(pyridin-2-ylmethyl)-1,2,4-oxadiazole-3-carboxamide N1C(=NC2=C1C=CC=C2)CCNCCC2=NC(=NO2)C(=O)NCC2=NC=CC=C2